C[NH+](C)CCO N,N-dimethyl-2-hydroxyethylammonium